5-(3-(2-amino-[1,2,4]triazolo[1,5-a]pyridin-7-yl)-2,6-difluorophenoxy)-3,3-difluoro-2-(pyridin-3-yl)pentan-2-ol NC1=NN2C(C=C(C=C2)C=2C(=C(OCCC(C(C)(O)C=3C=NC=CC3)(F)F)C(=CC2)F)F)=N1